N-(1-ethyl-2-oxo-1,2-dihydrobenzo[cd]indol-6-yl)-1-(2-fluorophenyl)methanesulfonamide C(C)N1C(C2=C3C(C(=CC=C13)NS(=O)(=O)CC1=C(C=CC=C1)F)=CC=C2)=O